FC(C1=NN=C(O1)C1=CC=C(S1)CN1N=NC(=C1)C=1C=CC2=C(N=C(S2)N)C1)F 5-[1-[[5-[5-(difluoromethyl)-1,3,4-oxadiazol-2-yl]thiophen-2-yl]methyl]triazol-4-yl]-1,3-benzothiazol-2-amine